N1=CN=C2NC=NC2=C1C=1C(=NC=CC1)NC=1C=C(C=CC1C)NC(C1=NC=C(C(=C1)C#N)C(F)(F)F)=O N-(3-((3-(9H-purin-6-yl)pyridin-2-yl)amino)-4-methylphenyl)-4-cyano-5-(trifluoromethyl)picolinamide